S1C(=NC2=C1C=CC=C2)NC2=C(C1=C(N=N2)N(C[C@@H](C1)O)C=1SC=C(N1)C(=O)O)C 2-[(6R)-3-[(1,3-Benzothiazol-2-yl)amino]-6-hydroxy-4-methyl-5H,6H,7H,8H-pyrido[2,3-c]pyridazin-8-yl]-1,3-thiazole-4-carboxylic acid